tetra-sulfocobalt S(=O)(=O)(O)[Co](S(=O)(=O)O)(S(=O)(=O)O)S(=O)(=O)O